homoglutaminic acid N[C@@H](CCCC(N)=O)C(=O)O